C1(CC1)C(=O)N1CCN(CC1)CC1=CC=2C(C3=CC=C(C=C3NC2C=C1)OC)(C)C Cyclopropyl(4-((6-methoxy-9,9-dimethyl-9,10-dihydroacridin-2-yl)methyl)piperazin-1-yl)methanone